(E)-4-[1-(4-bromo-2,6-difluoro-phenyl)-cyclopropyl]-but-2-enoic acid ethyl ester C(C)OC(\C=C\CC1(CC1)C1=C(C=C(C=C1F)Br)F)=O